FC=1C=C(C=CC1)C(CC#N)=O 3-(3-fluorophenyl)-3-oxopropanenitrile